25-hydroxycholest-1,4-diene-3-one OC(C)(C)CCC[C@@H](C)[C@H]1CC[C@H]2[C@@H]3CCC4=CC(C=C[C@]4(C)[C@H]3CC[C@]12C)=O